CC1(OC=2C=C(C(=C(C2[C@H]2[C@H]1CCC(=C2)C)O)C=2C=NNC2)CCCCC)C (6aR,10aR)-6,6,9-trimethyl-3-pentyl-2-(1H-pyrazol-4-yl)-6a,7,8,10a-tetrahydro-6H-benzo[c]chromen-1-ol